2',3'-O-isopropylidene-adenosine CC1(OC2C(OC(C2O1)N3C=NC4=C(N=CN=C43)N)CO)C